C(C1=CC=CC=C1)OC[C@@H](C)OC1=C2C(=NC=NC2=CC=C1OC)O (R)-5-((1-(benzyloxy)prop-2-yl)oxy)-6-methoxyquinazolin-4-ol